CN1C(C(=C(C2=CC=CC=C12)N1CCC(CC1)C1=NC(=NO1)C1=CC(=CC=C1)C)C#N)=O 1-methyl-4-{4-[3-(3-methylphenyl)-1,2,4-oxadiazol-5-yl]piperidin-1-yl}-2-oxo-1,2-dihydroquinoline-3-carbonitrile